OC(CNC1=CC(=NC(=N1)N1CCOCC1)C=1C=C(C=CC1C)NC(=O)N1C[C@@H](CC1)CC(F)(F)F)(C)C (S)-N-(3-(6-((2-hydroxy-2-methylpropyl)amino)-2-morpholinopyrimidin-4-yl)-4-methylphenyl)-3-(2,2,2-trifluoroethyl)pyrrolidine-1-carboxamide